[Si](C)(C)(C)C=C TMSEthylene